COCCN1C[C@@H]([C@H](CC1)NC(=O)C1=CC(=CC=2N(C=NC21)CC(F)(F)F)C#CCNC=2C(OC)=CC(=C(C2)C(NC)=O)F)C N-[(3S,4S)-1-(2-methoxyethyl)-3-methyl-4-piperidyl]-6-{3-[4-(N-methylcarbamoyl)-5-fluoro-2-anisidino]-1-propynyl}-1-(2,2,2-trifluoroethyl)-1H-1,3-benzimidazole-4-carboxamide